C(N)(=O)C=1C(=NC(=CN1)N1CCCC1)NC1=CC=C(C=C1)C1CCN(CC1)C(=O)OC(C)(C)C Tert-Butyl 4-[4-[(3-carbamoyl-6-pyrrolidin-1-yl-pyrazin-2-yl)amino]phenyl]piperidine-1-carboxylate